7-morpholino-5-(4-pyrazin-2-ylcyclohexoxy)-1,6-naphthyridin-3-ol O1CCN(CC1)C1=NC(=C2C=C(C=NC2=C1)O)OC1CCC(CC1)C1=NC=CN=C1